C(=O)(OC(C)(C)C)N1C[C@@H](NC[C@H]1C)C(=O)OC methyl (3R,6R)-1-N-BOC-6-methylpiperazine-3-carboxylate